N1C=CC=2C1=NC=C(C2)OC2=C(C(=O)O)C=CC(=C2)N2CCC(CC2)CN2C(C1(C2)CCCC1)C1=CC=CC=C1 2-(1H-pyrrolo[2,3-b]pyridin-5-yloxy)-4-(4-((1-phenyl-2-azaspiro[3.4]oct-2-yl)methyl)piperidin-1-yl)benzoic acid